OCC1=C(C(=CC=C1)C1=CC=CC=C1)C#N (hydroxymethyl)biphenyl-2-carbonitrile